p-methyl-benzoic acid CC1=CC=C(C(=O)O)C=C1